1-(3-((1-(2,2-difluorobenzo[d][1,3]dioxol-5-yl)ethyl)thio)phenyl)-3-(trifluoromethyl)-4,5,6,7-tetrahydro-1H-indazol-7-ol FC1(OC2=C(O1)C=CC(=C2)C(C)SC=2C=C(C=CC2)N2N=C(C=1CCCC(C21)O)C(F)(F)F)F